6-{5-[(cyclopropylamino)carbonyl]-3-fluoro-2-methylphenyl}-N-(tert-amyl)nicotinamide C1(CC1)NC(=O)C=1C=C(C(=C(C1)C1=NC=C(C(=O)NC(C)(C)CC)C=C1)C)F